FC(C1=CC2=C(C=C1)C1NCCCCC1O2)(F)F 8-(trifluoromethyl)-2,3,4,5,5a,10b-hexahydro-1H-benzofuro[3,2-b]azepine